tert-butyl ((2S)-1-hydroxy-3-(1-(tetrahydro-2H-pyran-2-yl)-1H-pyrazolo[3,4-b]pyridin-5-yl)propan-2-yl)carbamate OC[C@H](CC=1C=C2C(=NC1)N(N=C2)C2OCCCC2)NC(OC(C)(C)C)=O